tantalum niobium bismuth potassium lithium [Li].[K].[Bi].[Nb].[Ta]